(3Z)-1-chloro-9,9-dimethoxy-3-nonene ClCC\C=C/CCCCC(OC)OC